ClC=1C(=C(C2=CC=CC=C2C1)C1=C(C=CC2=CC=CC=C12)P(C1=CC(=CC(=C1)C)C)C1=CC(=CC(=C1)C)C)P(C1=CC(=CC(=C1)C)C)C1=CC(=CC(=C1)C)C chloro{(R)-(+)-2,2'-bis[di(3,5-xylyl)phosphino]-1,1'-binaphthyl}